tert-Butyl 7-(3-bromo-2,5-difluorophenyl)-2-azaspiro[3.5]nonane-2-carboxylate BrC=1C(=C(C=C(C1)F)C1CCC2(CN(C2)C(=O)OC(C)(C)C)CC1)F